2-(((4-(((2-(pyrrolidin-1-yl)ethyl)carbamoyl)oxy)decanoyl)oxy)methyl)propane-1,3-diyl bis(4,4-bis(((Z)-oct-5-en-1-yl)oxy)butanoate) C(CCC\C=C/CC)OC(CCC(=O)OCC(COC(CCC(OCCCC\C=C/CC)OCCCC\C=C/CC)=O)COC(CCC(CCCCCC)OC(NCCN1CCCC1)=O)=O)OCCCC\C=C/CC